C(C)(C)(C)OC(=O)N1C[C@@H](N(CC1)CC(=O)OC)C(F)(F)F (R)-4-(2-methoxy-2-oxoethyl)-3-(trifluoromethyl)piperazine-1-carboxylic acid tert-butyl ester